allyl 8-(2-methylsulfinylspiro[6,8-dihydro-5H-quinazoline-7,1'-indane]-4-yl)-3,8-diazabicyclo[3.2.1]octane-3-carboxylate CS(=O)C1=NC=2CC3(CCC4=CC=CC=C34)CCC2C(=N1)N1C2CN(CC1CC2)C(=O)OCC=C